OCC(CO)CCC(CO)CO 2,5-bis-hydroxymethyl-1,6-hexanediol